ethyl (S)-2-amino-3-(benzo[d]oxazol-2-yl)propanoate N[C@H](C(=O)OCC)CC=1OC2=C(N1)C=CC=C2